OC(CCCCCCCCCCCC(=O)O)CC=CCC=CCCCCCCCCC 13-Hydroxy-octacosa-15,18-dienoic acid